N-[(3-acetoxy-4-methoxypyridin-2-yl)carbonyl]-L-alanine (2S,3S)-3-(4-fluoro-2-methylphenyl)-4-methylpentane-2-yl ester FC1=CC(=C(C=C1)[C@@H]([C@H](C)OC([C@@H](NC(=O)C1=NC=CC(=C1OC(C)=O)OC)C)=O)C(C)C)C